OCC#CC=1C=NC(=NC1)N(C(OC(C)(C)C)=O)C tert-butyl (5-(3-hydroxyprop-1-yn-1-yl)pyrimidin-2-yl)(methyl)carbamate